C(C)(=O)N1C(CC(C2=CC(=C(C=C12)F)N1N=C(N(C1=O)CC)CO)C(C)C)C1=C(C=CC=C1)C 1-(1-acetyl-7-fluoro-4-isopropyl-2-(o-tolyl)-1,2,3,4-tetrahydroquinolin-6-yl)-4-ethyl-3-(hydroxymethyl)-1H-1,2,4-triazol-5(4H)-one